FC(C(=O)[O-])(CC(=O)[O-])F.[K+].[K+] potassium 2,2-difluorosuccinate